The molecule is an indolyl carbohydrate that is cyclodopa in which the phenolic hydrogen at position 5 has been replaced by a beta-D-glucosyl residue. It has a role as a mouse metabolite, a rat metabolite and a plant metabolite. It is a beta-D-glucoside, a member of phenols, an indolyl carbohydrate and an indolyl carboxylic acid. It derives from a leucodopachrome. C1[C@H](NC2=CC(=C(C=C21)O[C@H]3[C@@H]([C@H]([C@@H]([C@H](O3)CO)O)O)O)O)C(=O)O